2-(3-(adamantan-1-yl)-2-(methoxymethoxy)-5-(tert-pentyl)phenyl)-4,4,5,5-tetramethyl-1,3,2-dioxaborolane C12(CC3CC(CC(C1)C3)C2)C=2C(=C(C=C(C2)C(C)(C)CC)B2OC(C(O2)(C)C)(C)C)OCOC